C(C)OC1=CC(=NC=C1C#N)[C@H](C)N1C(C2=CC(=CC(=C2CC1)[C@H]1N(CCC1)C)CN1C(=NC=C1)C)=O 4-ethoxy-6-((S)-1-(7-((2-methyl-1H-imidazol-1-yl)methyl)-5-((S)-1-methylpyrrolidin-2-yl)-1-oxo-3,4-dihydroisoquinolin-2(1H)-yl)ethyl)nicotinonitrile